ClC1=CC(=NC2=NC=C(C=C12)C1=CC2=CN(N=C2C(=C1)F)C)N1CCN(CC1)C(=O)OC(C)(C)C tert-butyl 4-(4-chloro-6-(7-fluoro-2-methyl-2H-indazol-5-yl)-1,8-naphthyridin-2-yl)piperazine-1-carboxylate